(S)-2-(1-(2-methoxyethyl)-1H-pyrazol-4-yl)-N-(2-methyl-5-(2-(2-methylpyrrolidin-1-yl)acetamido)pyridin-3-yl)pyrazolo[5,1-b]thiazole-7-carboxamide COCCN1N=CC(=C1)C1=CN2C(S1)=C(C=N2)C(=O)NC=2C(=NC=C(C2)NC(CN2[C@H](CCC2)C)=O)C